C(C1=CC=CC=C1)N1C=CC=2C1=CN=CC2OCC2=CC=CC=C2 1-benzyl-4-(benzyloxy)-1H-pyrrolo[2,3-c]pyridine